5-(4-(2-(1-Ethylcyclopentoxy)-2-oxoethoxy)-3,5-dimethylphenyl)-5H-dibenzo[b,d]thiophenium bromide [Br-].C(C)C1(CCCC1)OC(COC1=C(C=C(C=C1C)[S+]1C2=C(C3=C1C=CC=C3)C=CC=C2)C)=O